3,6-dimethyl-2-(1H-pyrazol-5-yl)chromen-4-one CC1=C(OC2=CC=C(C=C2C1=O)C)C1=CC=NN1